FC(CN1[C@@H](C=2NC3=CC=CC=C3C2C[C@H]1C)C=1SC(=CC1)O[C@H]1CN(CC1)CCC)(C)C (1S,3R)-2-(2-Fluoro-2-methylpropyl)-3-methyl-1-(5-(((R)-1-propylpyrrolidin-3-yl)oxy)thiophen-2-yl)-2,3,4,9-tetrahydro-1H-pyrido[3,4-b]indole